BrC1=CC(=CC(=N1)N1N=CC=2C(=NC(=CC21)C=2C=NC=CC2OC)C)N2[C@@H]([C@H](C2)CS(=O)(=O)C)C 1-(6-Bromo-4-((2R,3S)-2-methyl-3-((methylsulfonyl)methyl)azetidin-1-yl)pyridin-2-yl)-6-(4-methoxypyridin-3-yl)-4-methyl-1H-pyrazolo[4,3-c]pyridine